COC1=CC=2N(C=C1)C(=CN2)C2=C(C=C(C=C2)[N+](=O)[O-])OC 7-methoxy-3-(2-methoxy-4-nitrophenyl)imidazo[1,2-a]pyridine